2-[4-[2-[3-(4-amino-1-isopropyl-pyrazolo[3,4-d]pyrimidin-3-yl)-5-cyclopentyl-isoxazol-4-yl]pyrimidin-5-yl]piperidine-1-carbonyl]oxyacetic acid NC1=C2C(=NC=N1)N(N=C2C2=NOC(=C2C2=NC=C(C=N2)C2CCN(CC2)C(=O)OCC(=O)O)C2CCCC2)C(C)C